N-Methyl-N-(2-(methyl(4-((3-methyl-4-((1-methyl-1H-benzo[d]imidazol-5-yl)oxy)phenyl)amino)pyrido[3,2-d]pyrimidin-6-yl)amino)ethyl)acrylamide CN(C(C=C)=O)CCN(C=1C=CC=2N=CN=C(C2N1)NC1=CC(=C(C=C1)OC1=CC2=C(N(C=N2)C)C=C1)C)C